S1C2=C(C=C1)C(=CC=C2)N2CCN(CC2)CCCCOC2=CC=C1C=CC(N(C1=C2)C(CC(C)C)=O)=O 7-(4-(4-(benzo[b]thiophen-4-yl)piperazin-1-yl)butoxy)-1-(3-methylbutanoyl)quinolin-2(1H)-one